6-(6-(pyridin-2-yl)-1,2-dihydro-1,2,4,5-tetrazin-3-yl)pyridin-3-amine N1=C(C=CC=C1)C1=NN=C(NN1)C1=CC=C(C=N1)N